pyrazine N1=CC=NC=C1